C1OCC12CN(C2)C2CCC(CC2)NC=2C=1C=C(N(C1C=CC2)CC(F)(F)F)I N-((1R,4R)-4-(2-oxa-6-azaspiro[3.3]heptan-6-yl)cyclohexyl)-2-iodo-1-(2,2,2-trifluoroethyl)-1H-indol-4-amine